(S)-3-((2,2-difluoro-1-hydroxyl-7-(methylsulfonyl)-2,3-dihydro-1H-inden-4-yl)oxy)-5-fluorobenzonitrile FC1([C@H](C2=C(C=CC(=C2C1)OC=1C=C(C#N)C=C(C1)F)S(=O)(=O)C)O)F